tert-butyl N-[[2-(6-cyclopropylpyrazin-2-yl)-1,6-naphthyridin-7-yl]methyl]carbamate C1(CC1)C1=CN=CC(=N1)C1=NC2=CC(=NC=C2C=C1)CNC(OC(C)(C)C)=O